FC=1C=CC(=C(C1)N/C(/C(=O)OC)=C/C(=O)OC)C dimethyl 2-((5-fluoro-2-methylphenyl)amino)maleate